CC(C1=CC=CC=C1)C1=C(C(C(=O)O)=CC(=C1)C(C1=CC=CC=C1)C)O 3,5-bis(α-methylbenzyl)salicylic acid